C(C1=CC=CC=C1)(=O)OC1COC(CC1)C 6-methyltetrahydro-2H-pyran-3-yl benzoate